NC1=C(C=CC=C1)C1=CC(=CC=C1)C1=CC=CC=C1 amino-[1,1':3',1''-terphenyl]